CC=1C(=NC=C(C1)C)S(=O)(=O)N1CCC2(CCC(C2)N2CCOCC2)CC1 4-(8-((3,5-dimethylpyridin-2-yl)sulfonyl)-8-azaspiro[4.5]dec-2-yl)morpholine